(S)-1,1-dimethyl-2,3-dihydro-1H-inden CC1(CCC2=CC=CC=C12)C